4-(4-(6-amino-5-(5-(4-(tert-butyl)phenyl)-1,3,4-oxadiazol-2-yl)pyridin-3-yl)-1H-pyrazol-1-yl)piperidine-1-carboxylic acid tert-butyl ester C(C)(C)(C)OC(=O)N1CCC(CC1)N1N=CC(=C1)C=1C=NC(=C(C1)C=1OC(=NN1)C1=CC=C(C=C1)C(C)(C)C)N